5-(1,1-Dioxo-1,4-thiazinan-4-yl)-2-methyl-N-[(1R)-1-(1-naphthyl)ethyl]benzamide O=S1(CCN(CC1)C=1C=CC(=C(C(=O)N[C@H](C)C2=CC=CC3=CC=CC=C23)C1)C)=O